7-Cyclopropyl-4-((2,2-difluoroethyl)amino)-1-phenylquinazolin-2(1H)-one C1(CC1)C1=CC=C2C(=NC(N(C2=C1)C1=CC=CC=C1)=O)NCC(F)F